C1(=C(C(=C(C(=C1Cl)Cl)Cl)Cl)Cl)O The molecule is a chlorophenol that is phenol substituted by 5 chloro groups. It has a role as a human xenobiotic metabolite. It is an organochlorine pesticide, a member of pentachlorobenzenes, an aromatic fungicide and a chlorophenol. It derives from a pentachlorobenzene. It is a conjugate acid of a pentachlorophenolate.